4-methyl-1-(tetrahydro-2H-pyran-2-yl)-6-(4,4,5,5-tetramethyl-1,3,2-dioxaborolan-2-yl)-1H-benzo[d]imidazole CC1=CC(=CC=2N(C=NC21)C2OCCCC2)B2OC(C(O2)(C)C)(C)C